3-(5-(2-(1,3-Dioxolan-2-yl)ethyl)-3-methyl-2-oxo-2,3-dihydro-1H-benzo[d]imidazol-1-yl)piperidine-2,6-dione O1C(OCC1)CCC1=CC2=C(N(C(N2C)=O)C2C(NC(CC2)=O)=O)C=C1